FC1=CC2=C(OCC(CN2)=O)C=C1F 7,8-difluoro-3-oxo-3,4-dihydrobenzo[b][1,4]oxazepine